C(C)OC(/C=C/1\CCC2=CC(=CC=C12)OC)=O Ethyl-(E)-(5-methoxy-1-indanylidene)acetate